O1CC(C1)C1=CC(=NN1C1=CC=C(C#N)C=C1)C(F)(F)F 4-[5-(oxetan-3-yl)-3-(trifluoromethyl)pyrazol-1-yl]benzonitrile